(2S,3S)-N-(2-amino-3-fluoro-4-((4-(trifluoromethyl)benzyl)amino)phenyl)-2,3-difluorododecanamide NC1=C(C=CC(=C1F)NCC1=CC=C(C=C1)C(F)(F)F)NC([C@@H]([C@H](CCCCCCCCC)F)F)=O